N-(1-(2-(2,6-dioxopiperidin-3-yl)-1,3-dioxoisoindoline-5-yl)piperidin-4-yl)-5-(4-((7-ethyl-6-oxo-5,6-dihydro-1,5-naphthyridin-3-yl)methyl)piperazin-1-yl)pyridine-2-carboxamide O=C1NC(CCC1N1C(C2=CC=C(C=C2C1=O)N1CCC(CC1)NC(=O)C1=NC=C(C=C1)N1CCN(CC1)CC=1C=NC=2C=C(C(NC2C1)=O)CC)=O)=O